CON(C(=O)C=1C(=NN(C1)C)C(F)F)C(CC1=C(C=C(C=C1Cl)Cl)Cl)C difluoromethyl-1-methyl-1H-pyrazole-4-carboxylic acid methoxy-[1-methyl-2-(2,4,6-trichlorophenyl)-ethyl]-amide